FC=1C=C(CC2=NC=CC(=C2)N2N=CC=3C(NCCC32)=O)C=CC1C(F)(F)F 1-(2-(3-fluoro-4-(trifluoromethyl)benzyl)pyridin-4-yl)-1,5,6,7-tetrahydro-4H-pyrazolo[4,3-c]pyridin-4-one